NC1=C(C(=O)NCCOC)C=C(C=N1)C1=C(C=C(C=C1)NC([C@@H](O)C1=CC(=CC(=C1)F)F)=O)C (S)-2-amino-5-(4-(2-(3,5-difluorophenyl)-2-hydroxyacetamido)-2-methylphenyl)-N-(2-methoxyethyl)nicotinamide